5-((4-bromophenoxy)methyl)-1,2,3-tris(tetradecyloxy)benzene BrC1=CC=C(OCC=2C=C(C(=C(C2)OCCCCCCCCCCCCCC)OCCCCCCCCCCCCCC)OCCCCCCCCCCCCCC)C=C1